C(#N)[C@H](C[C@@H]1C(NCCC1)=O)NC(=O)[C@H]1N([C@@H]2CC([C@H]1CC2)(F)F)C([C@@H](C2=CC=CC=C2)O)=O (1S,3S,4S)-N-((S)-1-cyano-2-((R)-2-oxopiperidin-3-yl)ethyl)-5,5-difluoro-2-((R)-2-hydroxy-2-phenylacetyl)-2-azabicyclo[2.2.2]octane-3-carboxamide